Ethane-1,2-diyl bis(4-(3-(trifluoromethyl)-3H-diazirin-3-yl)benzoate) FC(C1(N=N1)C1=CC=C(C(=O)OCCOC(C2=CC=C(C=C2)C2(N=N2)C(F)(F)F)=O)C=C1)(F)F